bis[2-(methyldimethoxysilyl)1,3-diethyl-1,3-propanedione] platinum (II) [Pt+2].C[Si](C(C(=O)CC)C(=O)CC)(OC)OC.C[Si](C(C(=O)CC)C(=O)CC)(OC)OC